C(CC)CN([O-])C.C(CCCCCCCCCCC)(=O)N lauramide propyl-dimethyl-aminoxide